ClC=1C=C(NC2=C(C(=O)OC)C=CC=C2)C=CC1OCC\C=C\CCOC1=C(C=C(C=C1Cl)CCC(=O)OC)Cl methyl 2-[3-chloro-4-[(E)-6-[2,6-dichloro-4-(3-methoxy-3-oxo-propyl)phenoxy]hex-3-enoxy]anilino]benzoate